1,6-dimethyl-cyclohexane CC1CCCCC1C